C1(=CC=CC2=CC=CC=C12)C=1C=2C3=C(C(=C(C4=C5C(=C(C(=C6C7=C(C(C(=C8C9=C(C1N8)C=CC=C9)C9=CC=CC8=CC=CC=C98)=N6)C=CC=C7)C7=CC=CC6=CC=CC=C76)N4)C=CC=C5)C5=CC=CC4=CC=CC=C54)N2)C=CC=C3 tetranaphthalenyl-tetrabenzoporphyrin